C(CCCCCCC)C(CN1C(C2=C(N(C(C2=C1)=O)CC(CCCCCCCCCC)CCCCCCCC)C=1SC=CC1)=O)CCCCCCCCCC 2,5-bis(2-octyldodecyl)-6-(thiophene-2-yl)pyrrolo[3,4-c]pyrrole-1,4-dione